2-Fluorobenzyl ((S)-3-cyclohexyl-1-oxo-1-(((S)-1-oxo-3-((S)-2-oxopyrrolidin-3-yl)propan-2-yl)amino)propan-2-yl)carbamate C1(CCCCC1)C[C@@H](C(N[C@H](C=O)C[C@H]1C(NCC1)=O)=O)NC(OCC1=C(C=CC=C1)F)=O